C(C)S(=O)(=O)N1CC(C1)C(=O)NCC(F)(F)F 1-(ethylsulfonyl)-N-(2,2,2-trifluoroethyl)azetidin-3-carboxamide